C(C1=CC=CC=C1)OCC1=C(C=CC=C1)Cl 1-((benzyloxy)methyl)-2-chlorobenzene